C(CCCCCCC)N1C2=CC=CC=C2SC=2C=C(C=CC12)C=O 10-octyl-10H-phenothiazine-3-carbaldehyde